sodium perfluoro octanesulfonate C(CCCCCCC)S(=O)(=O)OF.[Na]